C(CCCCCCCCCCCCCCCCCCCCCCCCCCCCCCCCC)(=O)OCCCCCCCCCCCCCCCCCCCCCCCCCCCC montanyl tetratriacontanoate